C(C)(=O)O.C(C)(=O)O.N1(CCNCC1)C1CCC(CC1)NC(OC(C)(C)C)=O tert-butyl ((1r,4r)-4-(piperazin-1-yl)cyclohexyl)carbamate diacetate